ClC=1C=CC(=C(C1)[C@]1(C(NC2=C(C=CC=C12)C(F)(F)F)=O)O)O |r| (±)-3-(5-chloro-2-hydroxyphenyl)-1,3-dihydro-3-hydroxy-7-(trifluoromethyl)-2H-indol-2-one